2-amino-4-(2-furyl)-6-[(2-methoxyphenyl)methylamino]pyrimidine-5-carboxylic acid NC1=NC(=C(C(=N1)C=1OC=CC1)C(=O)O)NCC1=C(C=CC=C1)OC